C(=C)C1=C2C=C(N=NC2=CC=C1)C(=O)[O-] 5-vinyl-cinnoline-3-carboxylate